dipentadecyldimethylammonium chloride [Cl-].C(CCCCCCCCCCCCCC)[N+](C)(C)CCCCCCCCCCCCCCC